ClC1=C(C=CC(=C1)F)N=C=S 2-chloro-4-fluoro-1-isothiocyanato-benzene